NC1=C2C(=NC=N1)N(N=C2C)[C@H](C)C=2C(=C(C(=C(C2)Cl)F)[C@H]2CNC(O2)=O)OCC (S)-5-{3-[(R)-1-(4-amino-3-methyl-1H-pyrazolo[3,4-d]pyrimidin-1-yl)ethyl]-5-chloro-2-ethoxy-6-fluorophenyl}-1,3-oxazolidin-2-one